N[C@@H]1CN(C[C@@H](C1(F)F)C)C1=C(C=C(C(=N1)NC=1C=C2C=C(C(N(C2=CC1)C)=O)OCC(=O)NC)Cl)C#N 2-[[6-[[6-[(3r,5s)-3-amino-4,4-difluoro-5-methyl-1-piperidinyl]-3-chloro-5-cyano-2-pyridinyl]amino]-1-methyl-2-oxo-3-quinolinyl]oxy]-N-methyl-acetamide